COC1=C(C=C2C(=CC=NC2=C1)OC1=CC=C(C=C1)[N+](=O)[O-])C=1OC=NN1 2-(7-methoxy-4-(4-nitrophenoxy)quinolin-6-yl)-1,3,4-oxadiazole